1-(4-methylsulfanyl-phenyl)-butane-1-one oxime CSC1=CC=C(C=C1)C(CCC)=NO